OC(CC1=C(C(=O)N)C=CC(=C1)OC1CCN(CC1)CC1=CC=NC=C1)CN1CC2=CC=C(C=C2CC1)OCC1=CN=CO1 2-hydroxy-3-(6-(oxazol-5-ylmethoxy)-3,4-dihydroisoquinolin-2(1H)-yl)propyl-4-((1-(pyridin-4-ylmethyl)piperidin-4-yl)oxy)benzamide